N1(CCOCC1)C(C)(C)C1=CC=C(C=C1)C(C)O 1-(4-(2-(N-morpholinyl)propan-2-yl)phenyl)ethan-1-ol